(7S)-4,7-difluoro-7-isopropyl-N-[(1R)-3-(2-methylpiperidin-1-ium-1-yl)-1-(6-pyridazin-4-yl-3-pyridyl)propyl]-6,8-dihydro-5H-acridine-2-carboxamide FC1=CC(=CC2=CC=3C[C@@](CCC3N=C12)(C(C)C)F)C(=O)N[C@H](CC[NH+]1C(CCCC1)C)C=1C=NC(=CC1)C1=CN=NC=C1